1-(2-(6-(4-Iodophenyl)-1,2,4,5-tetrazin-3-yl)ethyl)-3-methylurea IC1=CC=C(C=C1)C1=NN=C(N=N1)CCNC(=O)NC